The molecule is a copolymer macromolecule composed of homopolymeric blocks of 1->4-linked homopolymeric blocks of 1->4-linked sodium beta-D-mannuronate and sodium alpha-L-guluronate residues, covalently linked together in different sequences or blocks. The sodium salt of alginic acid. It has a role as a hematologic agent. It is an organic sodium salt and a copolymer macromolecule. It contains an alginate. [C@H]1([C@@H]([C@@H](OC([C@H]1O)C(=O)[O-])O)O)O.[Na+]